FC(C(F)(F)F)([C@]1(CN(CC1)C(C)(C)C=1C=NC(=CC1)C)CCC=1SC(=CC1)F)NC(OC1=CC=CC=C1)=O |o1:6| phenyl (1,2,2,2-tetrafluoro-1-((R or S)-3-(2-(5-fluoro-thiophen-2-yl)ethyl)-1-(2-(6-methylpyridin-3-yl)propan-2-yl)pyrrolidin-3-yl)ethyl)carbamate